nonyl 8-((6-((6,6-bis(oct-3-yn-1-yloxy)hexanoyl)oxy)hexyl)(2-hydroxyethyl)amino)octanoate C(CC#CCCCC)OC(CCCCC(=O)OCCCCCCN(CCCCCCCC(=O)OCCCCCCCCC)CCO)OCCC#CCCCC